The molecule is a 1-phosphatidyl-1D-myo-inositol 5-phosphate in which the phosphatidyl acyl groups at positions 1 and 2 are specified as stearoyl and arachidonoyl respectively. It derives from an octadecanoic acid and an arachidonic acid. It is a conjugate acid of a 1-stearoyl-2-arachidonoyl-sn-glycero-3-phospho-1D-myo-inositol 5-phosphate(3-). CCCCCCCCCCCCCCCCCC(=O)OC[C@H](COP(=O)(O)O[C@@H]1[C@@H]([C@@H]([C@H]([C@@H]([C@H]1O)OP(=O)(O)O)O)O)O)OC(=O)CCC/C=C\\C/C=C\\C/C=C\\C/C=C\\CCCCC